(S)-3-(4-(7'-chloro-2'-oxospiro[cyclopropane-1,3'-indoline]-1'-yl)phenyl)-2-(2,6-dichloro-4-(4-morpholinylpiperidin-1-yl)benzoylamino)propanoic acid ClC=1C=CC=C2C3(C(N(C12)C1=CC=C(C=C1)C[C@@H](C(=O)O)NC(C1=C(C=C(C=C1Cl)N1CCC(CC1)N1CCOCC1)Cl)=O)=O)CC3